4-(((7-(2-hydroxyethyl)spiro[3.5]nonan-2-yl)methyl)amino)-3-nitrobenzenesulfonamide OCCC1CCC2(CC(C2)CNC2=C(C=C(C=C2)S(=O)(=O)N)[N+](=O)[O-])CC1